3-((3-(((1-(4-(1-acetyl-4-((4-chlorophenyl)amino)-2-methyl-1,2,3,4-tetrahydroquinolin-6-yl)phenyl)piperidin-4-yl)(methyl)amino)methyl)phenyl)amino)piperidine-2,6-dione C(C)(=O)N1C(CC(C2=CC(=CC=C12)C1=CC=C(C=C1)N1CCC(CC1)N(C)CC=1C=C(C=CC1)NC1C(NC(CC1)=O)=O)NC1=CC=C(C=C1)Cl)C